C1(=CC=CC=C1)N1CCN(CC1)CCN(C1CCC=2C=CC(=CC2C1)O)CCC (-)-7-{[2-(4-Phenylpiperazin-1-yl)ethyl]propylamino}-5,6,7,8-tetrahydronaphthalen-2-ol